2-chloro-6-(4-methylpiperazin-1-yl)pyrimidine-4-carboxylic acid methyl ester COC(=O)C1=NC(=NC(=C1)N1CCN(CC1)C)Cl